2-([diphenylmethylene]amino)-3-(4-(trifluoromethyl)phenyl)propanoic acid tert-butyl ester C(C)(C)(C)OC(C(CC1=CC=C(C=C1)C(F)(F)F)N=C(C1=CC=CC=C1)C1=CC=CC=C1)=O